2,2-bis[4-(3-trifluoromethyl-4-aminophenoxy)phenyl]hexafluoropropane FC(C=1C=C(OC2=CC=C(C=C2)C(C(F)(F)F)(C(F)(F)F)C2=CC=C(C=C2)OC2=CC(=C(C=C2)N)C(F)(F)F)C=CC1N)(F)F